ClC=1C=C2C=C(N(C2=CC1Cl)C(=O)OC(C)(C)C)NC1=CC(=CC=C1)C(=O)OC tert-butyl 5,6-dichloro-2-(3-(methoxycarbonyl)phenylamino)-1H-indole-1-carboxylate